O1[C@H](COC2=C1C=CC=C2)C2=CC=C(CN1C(COCC1)C)C=C2 4-{4-[(2S)-2,3-dihydro-1,4-benzodioxin-2-yl]benzyl}-3-methylmorpholine